3,6-diHydro-2H-pyran-4-boronic acid pinacol ester O1CCC(=CC1)B1OC(C)(C)C(C)(C)O1